[Si](C)(C)(C(C)(C)C)OCC#CC1=NC=C(C(=C1)C(=O)OC)C1=C(C=CC=C1)OC(F)F methyl 2-[3-[(tert-butyldimethylsilyl)oxy]prop-1-yn-1-yl]-5-[2-(difluoromethoxy)phenyl]pyridine-4-carboxylate